C(CCCCCCCCCCCCCCCCC(=O)OC)(=O)OC dimethyl 1,18-octadecanedioate